(S)-N-(5-(2-(1-cyclopropylethyl)-7-(N-(3,3-difluorocyclobutyl)sulfamoyl)-1-oxoisoindol-5-yl)-1-methyl-1H-pyrazol-3-yl)acetamide C1(CC1)[C@H](C)N1C(C2=C(C=C(C=C2C1)C1=CC(=NN1C)NC(C)=O)S(NC1CC(C1)(F)F)(=O)=O)=O